N1=NCC(C2=CC=CC=C12)=O cinnolin-4(3H)-one